C(=CC)CCCCCCCCCCCCCCCC propenylhexadecane